1-methyl-5-(5-((2R,3S)-5-oxo-2-phenyl-3-(thiazol-2-ylamino)pyrrolidin-1-yl)-1H-indazol-1-yl)pyridin-2(1H)-one CN1C(C=CC(=C1)N1N=CC2=CC(=CC=C12)N1[C@@H]([C@H](CC1=O)NC=1SC=CN1)C1=CC=CC=C1)=O